C(CCCCCCC\C=C/CCCCCCCC)(=O)OC[C@@H](OC(CCCCCCC\C=C/CCCCCCCC)=O)COP(=O)(O)OC(CN)CC 1,2-dioleoyl-sn-glycero-3-phospho(ethyl)ethanolamine